2-(6-((1,3-dimethylpiperidin-3-yl)amino)pyridazin-3-yl)-3-methyl-5-(trifluoromethyl)phenol CN1CC(CCC1)(C)NC1=CC=C(N=N1)C1=C(C=C(C=C1C)C(F)(F)F)O